4-nitrophenyl 5-(3,5-difluorophenyl)-4,5-dihydro-1H-pyrazole-1-carboxylate FC=1C=C(C=C(C1)F)C1CC=NN1C(=O)OC1=CC=C(C=C1)[N+](=O)[O-]